[Pd].CC(C(N(C)C)C)N(C)C dimethyl-(N,N,N',N'-tetramethyl-1,2-ethylenediamine) palladium